1-(7-chloro-4-(((R)-1-(3-((R)-1,1-difluoro-2-hydroxypropyl)-2-fluorophenyl)ethyl)amino)-2-methylpyrido[2,3-d]pyrimidin-6-yl)cyclopropane-1-carbonitrile ClC=1C(=CC2=C(N=C(N=C2N[C@H](C)C2=C(C(=CC=C2)C([C@@H](C)O)(F)F)F)C)N1)C1(CC1)C#N